Cl.NC(CCS)CC 3-Amino-1-pentanthiol-hydrochlorid